N(=[N+]=[N-])CC1CCN2C1=NC=1C=CC=CC1C2=O 3-(azidomethyl)-2,3-dihydropyrrolo[2,1-b]quinazoline-9(1H)-one